6-(allylsulfonyl)-N,N-bis(4-methoxybenzyl)-4-methyl-5-(trifluoromethyl)pyridin-2-amine C(C=C)S(=O)(=O)C1=C(C(=CC(=N1)N(CC1=CC=C(C=C1)OC)CC1=CC=C(C=C1)OC)C)C(F)(F)F